N-(cyclopropylmethyl)-1-[3-(triazol-2-yl)pyrazin-2-yl]ethylamine C1(CC1)CNC(C)C1=NC=CN=C1N1N=CC=N1